ClC=1C=C(OCC(=O)NC)C=C(C1CC1=CC(=C(C=C1)O)C1=NC=CC=C1)Cl 2-(3,5-dichloro-4-(4-hydroxy-3-(pyridin-2-yl)benzyl)phenoxy)-N-methylacetamide